Beta-Homoarginine N[C@@H](CCCNC(N)=N)CC(=O)O